N1=CC(=CC=C1)CNC(NC1=CC=C(C=C1)S(NCC1=CC=NC=C1)(=O)=O)=O 3-(pyridin-3-ylmethyl)-1-{4-[(pyridin-4-ylmethyl)sulfamoyl]phenyl}urea